C(C)[SiH2]CC diethyl-silane